7-isopropoxy-2-[1-(methoxymethyl)-2-oxabicyclo[2.1.1]hexan-4-yl]imidazo[1,2-a]pyrimidine-6-carboxylic acid C(C)(C)OC1=NC=2N(C=C1C(=O)O)C=C(N2)C21COC(C2)(C1)COC